FS(C1=CC=C(C=C1)NC1CCN(CC1)S(=O)(=O)C1=CC=C(C=C1)C=1C=CC=2N(C1)C(=NN2)[C@H]2CN(CC2)C(=O)OC(C)(C)C)(F)(F)(F)F tert-butyl (3R)-3-(6-{4-[(4-{[4-(pentafluoro-λ6-sulfanyl)phenyl]amino}piperidin-1-yl)sulfonyl]phenyl}-[1,2,4]triazolo[4,3-a]pyridin-3-yl)pyrrolidine-1-carboxylate